4-((4-((2-(dimethylamino)-4-phenylthiazol-5-yl)oxy)pyridin-2-yl)amino)-N-methylbenzamide CN(C=1SC(=C(N1)C1=CC=CC=C1)OC1=CC(=NC=C1)NC1=CC=C(C(=O)NC)C=C1)C